2-(5-fluoro-2-(hydroxymethyl)benzyl)-7-(5-methyl-2-((1-methyl-1h-pyrazolo[3,4-b]pyridin-3-yl)amino)pyrimidine-4-yl)-3,4-dihydropyrrolo[1,2-a]pyrazine-1(2H)-one FC=1C=CC(=C(CN2C(C=3N(CC2)C=C(C3)C3=NC(=NC=C3C)NC3=NN(C2=NC=CC=C23)C)=O)C1)CO